CS(=O)(=O)C1=CC=C(C=C1)C1=NN=C(S1)NC(=O)C=1C(N(C2=CC=CC=C2C1O)CC)=O N-(5-(4-methanesulfonylphenyl)-1,3,4-thiadiazol-2-yl)-1-ethyl-4-hydroxy-2-quinolone-3-carboxamide